C(C1=CC=CC=C1)O[C@@H]1[C@@H](CC1)N1N=C(C=C1)S(=O)(=O)N |o1:8,9| 1-(rel-(1R,2S)-2-(benzyloxy)cyclobutyl)-1H-pyrazole-3-sulfonamide